NC(CO)C1=NC=C(C=C1)S(=O)(=O)CC 2-amino-2-(5-(ethylsulfonyl)pyridin-2-yl)ethanol